PhenoxyAlcohol O(C1=CC=CC=C1)O